1,3-bis(3-methoxypropyl)-2-methylimidazolium methacrylate C(C(=C)C)(=O)[O-].COCCCN1C(=[N+](C=C1)CCCOC)C